Dioctadecylaminoglycyl-spermine C(CCCCCCCCCCCCCCCCC)N(CCCCCCCCCCCCCCCCCC)NCC(=O)NCCCNCCCCNCCCN